C1(=CC=CC=C1)C1CNCC1 3-phenylpyrrolidin